C/C(/C(CC)C=1C=C(C=2C(CC(OC2C1)O)C(=C(C)C)CC)O)=C\C 7-[(E)-4-Methylhex-4-en-3-yl]-4-(2-methylpent-2-en-3-yl)-3,4-dihydro-2H-chromene-2,5-diol